6-chloro-N-[(4-fluorophenyl)methyl]-1-phenyl-1H-pyrazolo[3,4-d]pyrimidin-4-amine ClC1=NC(=C2C(=N1)N(N=C2)C2=CC=CC=C2)NCC2=CC=C(C=C2)F